O=C1NC(CCC1N1C(C2=CC=C(C=C2C1=O)N1CCN(CC1)CC1(CCNCC1)O)=O)=O 2-(2,6-dioxopiperidin-3-yl)-5-[4-[(4-hydroxypiperidin-4-yl)methyl]piperazin-1-yl]isoindole-1,3-dione